2-(4-hydroxypiperidin-1-yl)-N-(4-methylbenzyl)quinoline-4-carboxamide (2-((2-(2,6-Dioxopiperidin-3-yl)-1,3-dioxoisoindolin-5-yl)amino)ethyl)carbamate O=C1NC(CCC1N1C(C2=CC=C(C=C2C1=O)NCCNC(O)=O)=O)=O.OC1CCN(CC1)C1=NC2=CC=CC=C2C(=C1)C(=O)NCC1=CC=C(C=C1)C